FC1=C2C(NC(=NC2=CC(=C1)OCC1CCN(CC1)C1CN(C1)C1CCN(CC1)C1=C(C=C(C=C1)[N+](=O)[O-])F)CCC1CCOCC1)=O 5-fluoro-7-((1-(1-(1-(2-fluoro-4-nitrophenyl)piperidin-4-yl)azetidin-3-yl)piperidin-4-yl)methoxy)-2-(2-(tetrahydro-2H-pyran-4-yl)ethyl)quinazolin-4(3H)-one